COC(C(=O)O)CCC 2-METHOXYPENTANOIC ACID